(2S)-N-{4-[7-(2,2-Difluoroethoxy)-5-fluoro-3-(pyridin-2-yl)-1H-pyrrolo[3,2-b]pyridin-2-yl]pyridin-2-yl}-4,4-difluoro-2-(4-fluorophenyl)butanamid FC(COC1=C2C(=NC(=C1)F)C(=C(N2)C2=CC(=NC=C2)NC([C@@H](CC(F)F)C2=CC=C(C=C2)F)=O)C2=NC=CC=C2)F